(2S,3S)-3-{(1R,3aR,4S,7aR)-4-[(tert-Butyldimethylsilyl)oxy]-7a-methyloctahydro-1H-inden-1-yl}-2-fluoro-N-methoxy-N-methylbutanamide [Si](C)(C)(C(C)(C)C)O[C@@H]1[C@@H]2CC[C@@H]([C@]2(CCC1)C)[C@@H]([C@@H](C(=O)N(C)OC)F)C